FC1=CC=C(C=C1)C1=NOC(=N1)C1(CCN(CC1)C(CC1=NC(=NO1)C)=O)O 1-(4-(3-(4-fluorophenyl)-1,2,4-oxadiazol-5-yl)-4-hydroxypiperidin-1-yl)-2-(3-methyl-1,2,4-oxadiazol-5-yl)ethan-1-one